FC1=C(C=CC(=C1)C(F)(F)F)COC1CN(C1)C(=O)N1CC(CCC1)C1=CC=NN1 [3-[[2-Fluoro-4-(trifluoromethyl)phenyl]methoxy]azetidin-1-yl]-[3-(1H-pyrazol-5-yl)-1-piperidyl]methanone